COC1=CC=C(C=C1)C(=C(C1=CC=CC=C1)C1=CC=C(C=C1)B1OC(C(O1)(C)C)(C)C)C1=CC=C(C=C1)OC 2-(4-(2,2-bis(4-methoxyphenyl)-1-phenylvinyl)phenyl)-4,4,5,5-tetramethyl-1,3,2-dioxaborolane